Racemic-methyl 2-(1-(2-oxo-4-(o-tolyl)-2H-pyrano[2,3-b]pyridin-7-yl)pyrrolidin-2-yl)acetate O=C1C=C(C=2C(=NC(=CC2)N2[C@H](CCC2)CC(=O)OC)O1)C1=C(C=CC=C1)C |r|